tert-butyl 3-(2-{2-[2,5-dioxo-3,4-bis(phenylthio)-2,5-dihydro-1H-pyrrol-1-yl]ethoxy}ethoxy)propanoate O=C1N(C(C(=C1SC1=CC=CC=C1)SC1=CC=CC=C1)=O)CCOCCOCCC(=O)OC(C)(C)C